Cl.Cl.ClC=1C2=C(N=CN1)N(C=C2)C/C=C/[C@H]2NCCC[C@@H]2O (2R,3S)-2-((E)-3-(4-chloro-7H-pyrrolo[2,3-d]pyrimidin-7-yl)prop-1-en-1-yl)piperidin-3-ol dihydrochloride